naphtho[1,2-c]carbazole C1=C2C=CC3=C(C=CC=4NC=5C=CC=CC5C34)C2=CC=C1